FC1(CN(C1)C(=O)OC(C)(C)C)C#CC1=CC2=C(OC[C@@H](C(N2C)=O)NC(C2=NC=CC(=C2)OC2=CC=CC=C2)=O)C=C1 tert-butyl (S)-3-fluoro-3-((5-methyl-4-oxo-3-(4-phenoxypicolinamido)-2,3,4,5-tetrahydrobenzo[b][1,4]oxazepin-7-yl)ethynyl)azetidine-1-carboxylate